2,4,4-trimethylpent-2-yl dithiobenzoate C(C1=CC=CC=C1)(=S)SC(C)(CC(C)(C)C)C